N-(3-((5-(4-(Aminomethyl)-4-methylpiperidin-1-yl)-6-oxo-1,6-dihydropyrazin-2-yl)-thio)-2-chlorophenyl)-4-hydroxy-1,5,5-trimethyl-2-oxo-2,5-dihydro-1H-pyrrol-3-carboxamid NCC1(CCN(CC1)C1=NC=C(NC1=O)SC=1C(=C(C=CC1)NC(=O)C=1C(N(C(C1O)(C)C)C)=O)Cl)C